COC=1C=C(C=C(C1)OC)C(=O)N1CC2=C(N=C(N=C2)C2=NC=CC=C2)CC1 (3,5-Dimethoxyphenyl)-[2-(2-pyridinyl)-7,8-dihydro-5H-pyrido[4,3-d]pyrimidin-6-yl]methanone